ethyl 2-[(5-{[3-(2-methoxyphenyl)pyridin-2-yl]oxy}pyridin-2-yl) (methyl)amino]acetate COC1=C(C=CC=C1)C=1C(=NC=CC1)OC=1C=CC(=NC1)N(CC(=O)OCC)C